BrC1=CC=C(C=C1)C=1CC(C=CC1)(\C=C\C(=O)C1=CC=CC=C1)C1=CC=C(C=C1)O 3-(4-bromophenyl)-1-(4-hydroxyphenyl)-chalcone